C(C=C)(=O)OCCCCCCOC1=CC=C(C(=O)O)C=C1 4-(6-acryloyloxy-hex-1-yloxy)benzoic acid